N-(4-(2-chloro-4,6,7,8-tetrahydro-5H-thieno[3,2-c]azepin-5-yl)-2,6-dimethylphenyl)-3,3-dimethylbutanamide ClC1=CC=2CN(CCCC2S1)C1=CC(=C(C(=C1)C)NC(CC(C)(C)C)=O)C